C(C)(C)(C)OC(=O)N1CC(C1)OCC=1C=CC(=C(C(=O)O)C1)C 5-(((1-(tert-butoxycarbonyl)azetidin-3-yl)oxy)methyl)-2-methylbenzoic acid